C(CCCCC)(=O)[O-].C(CCCCC)(=O)[O-].C(CCC)[Te+2]CCCC di-butyl-tellurium dihexanoate